C1NC[C@]2([C@@H]1C[C@H](C2)O)O (3aS,5R,6aR)-hexahydrocyclopenta[c]pyrrole-3a,5(1H)-diol